ethyl 3-amino-4,6-difluoro-1-benzothiophene-2-carboxylate NC1=C(SC2=C1C(=CC(=C2)F)F)C(=O)OCC